NCC1CN(CCC1)C(C(C)C=1C=C2C(=C(NC2=CC1)C1=CC(=NC=C1)C)C(C)C)=O 1-(3-(aminomethyl)piperidin-1-yl)-2-(3-isopropyl-2-(2-methylpyridin-4-yl)-1H-indol-5-yl)propan-1-one